C(C=C)(=O)N1C[C@@H](N(CC1)CC1=CC=C(C=C1)[C@H](C)NC=1N=CC2=C(N1)N(C(C=C2)=O)CC)C(C)C 2-{[(1S)-1-(4-{[(2S)-4-Acryloyl-2-(propan-2-yl)piperazin-1-yl]methyl}phenyl)ethyl]amino}-8-ethylpyrido[2,3-d]pyrimidin-7(8H)-on